3-cyclopropyl-7-fluoro-4,5-dihydroimidazo[1,5-a]quinolin-8-ol C1(CC1)C=1N=CN2C1CCC1=CC(=C(C=C21)O)F